NCC(CC1CC(N(C1)C(=O)OC(C)(C)C)(C)C)F tert-Butyl 4-(3-amino-2-fluoro-propyl)-2,2-dimethyl-pyrrolidine-1-carboxylate